2-[5-(aminomethyl)-1,3,4-thiadiazol-2-yl]-N-(1-methylpiperidin-4-yl)-1-(2,2,2-trifluoroethyl)-1H-indol-4-amine NCC1=NN=C(S1)C=1N(C=2C=CC=C(C2C1)NC1CCN(CC1)C)CC(F)(F)F